1-(2,2-difluoropropyl)-3-methyl-6-(2-(2-methyl-6-(trifluoromethyl)pyrimidin-4-yl)-2,6-diazaspiro[3.4]octan-6-yl)-1H-pyrazolo[3,4-b]pyrazine FC(CN1N=C(C=2C1=NC(=CN2)N2CC1(CN(C1)C1=NC(=NC(=C1)C(F)(F)F)C)CC2)C)(C)F